NC12CN(CC2C1)C(=O)OC(C)(C)C tert-butyl 1-amino-3-azabicyclo[3.1.0]hexane-3-carboxylate